NC1=C(C(=NN1C(C)C)C1=CC=C(C=C1)CC(=O)NC1=CC(=C(C=C1)N1CCC(CC1)OC)C(F)(F)F)C(=O)N 5-Amino-1-isopropyl-3-(4-(2-((4-(4-methoxypiperidin-1-yl)-3-(trifluoromethyl)phenyl)amino)-2-oxoethyl)phenyl)-1H-pyrazole-4-carboxamide